5-methoxy-6-(oxetan-3-yl)pyridazin-3-amine COC=1C=C(N=NC1C1COC1)N